BrC1C(N(CC1)C1CC1)=O 3-bromo-1-cyclopropylpyrrolidin-2-one